trans-2-Heptenyl isovalerate C(CC(C)C)(=O)OC\C=C\CCCC